C(C)OC(C1=C(C(=C(C=C1OS(=O)(=O)C(F)(F)F)OCC1=CC=CC=C1)C)C)=O.N1=CC=C2C1=CC=N2 pyrrolo-pyrrole ethyl-4-(benzyloxy)-2,3-dimethyl-6-(((trifluoromethyl)sulfonyl)oxy)benzoate